C(C)(C)OC=1C=C2C(=NN(C2=CC1)C1OCCCC1)C1=NC=CC(=N1)C1=NN(C(=C1)C)CCO 2-[3-[2-(5-isopropoxy-1-tetrahydropyran-2-yl-indazol-3-yl)pyrimidin-4-yl]-5-methyl-pyrazole-1-yl]ethanol